FC(C(=O)N1CC(C1)C1=NN(C2=NC=CC(=C21)N2CC(C2)O)C2=CC=C(C=C2)OC(F)(F)F)=C 2-Fluoro-1-(3-(4-(3-hydroxyazetidin-1-yl)-1-(4-(trifluoromethoxy)phenyl)-1H-pyrazolo[3,4-b]pyridin-3-yl)azetidin-1-yl)prop-2-en-1-one